2-methyl-chroman-5-sulfonyl chloride CC1OC=2C=CC=C(C2CC1)S(=O)(=O)Cl